COC=1C(=NC(=NC1)N)C1=CC2=CN(N=C2C(=C1)F)C 5-methoxy-4-(2-methyl-7-fluoro-2H-indazol-5-yl)pyrimidin-2-amine